Tert-butyl (5-bromo-2-cyanophenyl)carbamate BrC=1C=CC(=C(C1)NC(OC(C)(C)C)=O)C#N